(S)-6'-chloro-1'-(2-(3-fluoropyrrolidin-1-yl)ethyl)-1',2,2',3,5,6-hexahydrospiro[pyran-4,3'-pyrrolo[2,3-b]pyridine] ClC1=CC=C2C(=N1)N(CC21CCOCC1)CCN1C[C@H](CC1)F